FC1=C(C(=CC=C1)C)N1CCC(CC1)N1C(NC2=NC(=CN=C2C1=O)C)=O 3-(1-(2-fluoro-6-methylphenyl)piperidin-4-yl)-7-methylpteridine-2,4(1H,3H)-dione